CC(=CCC/C(=C/CC/C(=C/CC/C(=C\\CC/C(=C\\CC/C(=C\\CC/C(=C\\CC/C(=C\\CC/C(=C\\CC/C(=C\\CC/C(=C\\COP(=O)([O-])OP(=O)([O-])O[C@H]1[C@@H]([C@H]([C@@H]([C@H](O1)CO)O[C@H]2[C@H]([C@H]([C@@H]([C@H](O2)COP(=O)([O-])OCC(CO)O)O)O)NC(=O)C)O)NC(=O)C)/C)/C)/C)/C)/C)/C)/C)/C)/C)/C)C The molecule is a triply-charged organophosphate oxoanion obtained by deprotonation of the free phosphate and diphosphate OH groups of 6-O-(1-glycerylphospho)-N-acetyl-beta-D-mannosaminyl-(1->4)-N-acetyl-beta-D-glucosaminyl undecaprenyl diphosphate; major species at pH 7.3. It is a conjugate base of a 6-O-(1-glycerylphospho)-N-acetyl-beta-D-mannosaminyl-(1->4)-N-acetyl-D-glucosaminyl undecaprenyl diphosphate.